4a,9,9-Trimethyl-4H-xanthene-3,6-diol CC12CC(=CC=C2C(C2=CC=C(C=C2O1)O)(C)C)O